7-(((3R,5S)-4,4-difluoro-3,5-dimethylpiperidin-1-yl)methyl)-1H-pyrrolo[3,2-b]pyridine-5-carboxylic acid FC1([C@@H](CN(C[C@@H]1C)CC1=C2C(=NC(=C1)C(=O)O)C=CN2)C)F